((3ar,4r,6s,6ar)-6-(2,4-dioxo-3,4-dihydropyrimidin-1(2H)yl)-2,2-dimethyltetrahydrofurano[3,4-d][1,3]dioxolan-4-yl) methyl (2-(octadecyloxy) ethyl) phosphate P(=O)(O[C@H]1O[C@@H]([C@@H]2OC(O[C@H]21)(C)C)N2C(NC(C=C2)=O)=O)(OC)OCCOCCCCCCCCCCCCCCCCCC